benzyl-decyl-dimethylammonium tert-butyl-[21-(2,5-dioxo-2,5-dihydro-1H-pyrrol-1-yl)-16-oxo-3,6,9,12-tetraoxa-15-azahenicos-1-yl]carbamate C(C)(C)(C)N(C([O-])=O)CCOCCOCCOCCOCCNC(CCCCCN1C(C=CC1=O)=O)=O.C(C1=CC=CC=C1)[N+](C)(C)CCCCCCCCCC